C(C(O)CC(=O)[O-])(=O)OCCCCCCCCCCCC lauryl malate